ClCOC1=CC=C(C(=C1OCCl)OCCl)OCCl 2,3,4,5-tetrachloromethoxybenzene